C(#N)C(NC(=O)[C@@H]1[C@@H]2[C@H](CN1C([C@H](C(C)(C)C)NC(C(F)(F)F)=O)=O)CCC2)C2=CC(N(C1=CC=CC=C21)C)=O (3S,3aS,6aR)-N-[cyano-(1-methyl-2-oxo-4-quinolyl)methyl]-2-[(2S)-3,3-dimethyl-2-[(2,2,2-trifluoroacetyl)amino]butanoyl]-3,3a,4,5,6,6a-hexahydro-1H-cyclopenta[c]pyrrole-3-carboxamide